C(C)OC(=O)C=1C(=NC2=CC=CC=C2C1OCC1=CC=CC=C1)Br 4-benzyloxy-2-bromo-quinoline-3-carboxylic acid ethyl ester